O[C@@H]1CC[C@@]2(C3C[C@@H]([C@@]4([C@H](CCC4C3CCC2C1)[C@@H](CCNC(CCP(=O)(O)CC(C(=O)O)CCC(=O)O)=O)C)C)O)C 2-(((3-(((3R)-3-((3R,10S,12S,13R,17R)-3,12-Dihydroxy-10,13-dimethylhexadecahydro-1H-cyclopenta[a]phenanthren-17-yl)butyl)amino)-3-oxopropyl)(hydroxy)phosphoryl)methyl)pentanedioic acid